6,7-dichloro-3-(1-(tetrahydro-2H-pyran-2-yl)-1H-pyrazol-4-yl)-2-(((tetrahydro-2H-pyran-2-yl)oxy)methyl)-1H-indole ClC1=CC=C2C(=C(NC2=C1Cl)COC1OCCCC1)C=1C=NN(C1)C1OCCCC1